ClC1=C(OC=2C=C3CCN(C(C3=CC2)=O)C)C(=CC(=C1)[N+](=O)[O-])Cl 6-(2,6-Dichloro-4-nitrophenoxy)-2-methyl-3,4-dihydroisoquinolin-1(2H)-one